Cl.CN1OC(C2C1C(CC(C2)C)C)(C)C 1,3,3,5,7-pentamethyloctahydrobenzo[c]isoxazole hydrochloride